ClC=1C=C(C(=O)N2[C@@H](C[C@H](C2)O)C(=O)NCC2=CC=C(C=C2)C2=CN=CO2)C=CC1 (2S,4R)-1-(3-chlorobenzoyl)-4-hydroxy-N-(4-(oxazol-5-yl)benzyl)pyrrolidine-2-carboxamide